N-(3-(4'-(oxetan-3-ylmethoxy-d2)-4,5,5',6'-tetrahydro-2H-spiro[furan-3,8'-pyrano[3,4-b]pyridin]-2'-yl)-1H-pyrrolo[2,3-c]pyridin-5-yl)acetamide O1CC(C1)C(OC1=C2C(=NC(=C1)C1=CNC3=CN=C(C=C31)NC(C)=O)C3(OCC2)COCC3)([2H])[2H]